4-methyl-1,2-cyclohexanedicarboxylic acid anhydride CC1CC2C(CC1)C(=O)OC2=O